1-{3-[7-(difluoromethyl)-6-{2H,3H-pyrrolo[2,3-c]pyridin-1-yl}-3,4-dihydro-2H-quinolin-1-yl]-1-(oxan-4-yl)-4H,6H,7H-pyrazolo[4,3-c]pyridin-5-yl}ethanone FC(C1=C(C=C2CCCN(C2=C1)C1=NN(C2=C1CN(CC2)C(C)=O)C2CCOCC2)N2CCC=1C2=CN=CC1)F